C(C)(=O)[O-].C(C)(=O)[O-].NC(CCC(=O)[N-]CC1=CC=CC=C1)N DIAMINOBUTYROYL-BENZYLAMIDE DIACETATE